(4-bromobenzyl)-3-(1H-tetrazol-5-yl)quinolin-4(1H)-one BrC1=CC=C(CN2C=C(C(C3=CC=CC=C23)=O)C2=NN=NN2)C=C1